N1CC(C1)C1=NN=C(N1CC1=CC=C(C=C1)OC)C1=CC(=C(C(=C1)[N+](=O)[O-])C)F 3-(azetidin-3-yl)-5-(3-fluoro-4-methyl-5-nitrophenyl)-4-(4-methoxybenzyl)-4H-1,2,4-triazole